CCCCCCCCCCCCCCCCCCCCCCCCC(=O)N[C@@H](CO[C@H]1[C@@H]([C@H]([C@@H]([C@H](O1)CO)O)O)O)[C@@H](/C=C/CCCCCCCCC(C)CC)O The molecule is a beta-D-glucosylceramide in which a beta-D-glucosyl residue attached to the primary hydroxyl group of N-pentacosanoyl-14-methylhexadecasphingosine. It is a metabolite of the nematode Caenorhabditis elegans. It has a role as a Caenorhabditis elegans metabolite. It derives from a 14-methylhexadecasphingosine and a pentacosanoic acid.